The molecule is an amino trisaccharide that is 2-acetamido-2-deoxy-D-glcopyranose in which the hydroxy groups at positions 4 and 6 have each been converted into the corresponding alpha-L-fucopyranosyl derivative. It is an amino trisaccharide and a member of acetamides. It derives from an alpha-L-Fucp-(1->6)-D-GlcpNAc. C[C@H]1[C@H]([C@H]([C@@H]([C@@H](O1)OC[C@@H]2[C@H]([C@@H]([C@H](C(O2)O)NC(=O)C)O)O[C@H]3[C@H]([C@@H]([C@@H]([C@@H](O3)C)O)O)O)O)O)O